C[SiH](O)OCOCC methyl-ethoxymethoxyhydroxysilane